2,6-dichlorobenzyl mesylate S(C)(=O)(=O)OCC1=C(C=CC=C1Cl)Cl